CC1(OC=2C=C(C=C(C2C2C1[C@H](CC(=C2)C)O)O)CCCCC)C (7S)-6,6,9-Trimethyl-3-pentyl-6a,7,8,10a-tetrahydrobenzo[c]chromene-1,7-diol